CP(OC)(OC1=C(C(=CC(=C1)CCCCC)OP(OC)(=O)C)C1CCCC(=C1)C)=O dimethyl (5'-methyl-4-pentyl-1',2',3',4'-tetrahydro-[1,1'-biphenyl]-2,6-diyl) bis(methylphosphonate)